methyl (2R,3S)-3-((methylsulfonyl)amino)-2-(((cis-4-phenylcyclohexyl) oxy)methyl)piperidine-1-carboxylate CS(=O)(=O)N[C@@H]1[C@@H](N(CCC1)C(=O)OC)CO[C@@H]1CC[C@@H](CC1)C1=CC=CC=C1